C(CC1=CC=CC=C1)C1(CCN(CC1)CC1=CC=C(C=C1)O)C1=NC=CC=C1 4-((4-phenethyl-4-(pyridin-2-yl)piperidin-1-yl)methyl)phenol